3-[(3aR,6R,6aS)-6-[5-(4-Benzyl-1,3-thiazol-2-yl)-2-chloropyrrolo[2,3-d]pyrimidin-7-yl]-2,2-dimethyl-tetrahydro-3aH-cyclopenta[d][1,3]dioxol-4-yl]-1,2,5,6-tetrahydropyridine C(C1=CC=CC=C1)C=1N=C(SC1)C1=CN(C=2N=C(N=CC21)Cl)[C@@H]2CC([C@@H]1[C@H]2OC(O1)(C)C)C=1CNCCC1